NC1=C(C(=O)O)C=C(C=C1)OC(C)C 2-amino-5-isopropoxy-benzoic acid